NC1=NC(=C(C(=N1)N)OCCCOC1=C(C=C(C=C1)O)CCC(=O)OCC)CC Ethyl 3-(2-(3-((2,4-diamino-6-ethylpyrimidin-5-yl)oxy)propoxy)-5-hydroxyphenyl)propanoate